(R)-6-(4-Fluorophenyl)-2-phenyl-5,6-dihydro-4H-1,3-selenazin-4-one FC1=CC=C(C=C1)[C@H]1CC(N=C([Se]1)C1=CC=CC=C1)=O